CC=1C=C(C(=O)C2=CC(=C(C=C2)C)C)C=CC1C 3,3',4,4'-tetramethyl-benzophenone